2-methoxy-6-(1-methyl-1,2,3,6-tetrahydropyridin-4-yl)-1H-benzo[d]-imidazole COC1=NC2=C(N1)C=C(C=C2)C=2CCN(CC2)C